N-methyl-N-((1R,4R)-4-methylcyclohexyl)pyridineamide CN(C(=O)C1=NC=CC=C1)C1CCC(CC1)C